CSC1=NC=2CCCC(C2C=C1)=O 2-methylthio-7,8-dihydroquinolin-5(6H)-one